(1S,6R,8R,9R,10R,16R,18R,19R)-8,18-bis(6-amino-9H-purin-9-yl)-9,19-difluoro-3,13-dihydroxy-2,4,7,11,14,17-hexaoxa-3λ5,13λ5-diphosphatricyclo[14.2.1.06,10]nonadecane-3,13-dione NC1=C2N=CN(C2=NC=N1)[C@@H]1O[C@@H]2COP(O[C@H]3[C@@H](O[C@H](COP(CO[C@H]2[C@H]1F)(=O)O)[C@H]3F)N3C1=NC=NC(=C1N=C3)N)(=O)O